FC(CN1N=CC(=C1)CC)F 1-(2,2-difluoroethyl)-4-ethanyl-1H-pyrazole